ClC1=CC=C2C(=CC(=NC2=C1Cl)NCCCP(O)(O)=O)C=1C=NNC1 (3-((7,8-dichloro-4-(1H-pyrazol-4-yl)quinolin-2-yl)amino)propyl)phosphonic acid